but-3-yn-1-ylcarbamic acid tert-butyl ester C(C)(C)(C)OC(NCCC#C)=O